C(C1=CN=CC=C1)(=O)OC1=CC(=CC(=C1)C=NC1=C(C=C(C=C1)Cl)Cl)Cl 3-chloro-5-((2,4-dichloro-phenylimino)meth-yl)phenyl nicotinate